8-Acetyl-3-isopropyl-7-methoxy-10H-chromeno[3,2-c]pyridin-10-one C(C)(=O)C1=CC=2C(C=3C=NC(=CC3OC2C=C1OC)C(C)C)=O